BrC1=CC(=C(OCC2=CC=CC(=N2)OC2CCN(CC2)CC2=NC3=C(N2C[C@H]2OCC2)C=C(C=C3)C(=O)OC)C=C1)F methyl (S)-2-((4-((6-((4-bromo-2-fluorophenoxy) methyl) pyridin-2-yl) oxy) piperidin-1-yl) methyl)-1-(oxetan-2-ylmethyl)-1H-benzo[d]imidazole-6-carboxylate